2-methyl-4-(3,5-dimethylphenyl)-5-methoxy-6-tert-butylindene CC=1CC2=CC(=C(C(=C2C1)C1=CC(=CC(=C1)C)C)OC)C(C)(C)C